N=1C(=CN2C1C=CC=C2)COC2=C(C=C(CC1=CC=NC3=CC(=CC=C13)OC)C=C2)OC 4-(4-(imidazo[1,2-a]pyridin-2-ylmethoxy)-3-methoxybenzyl)-7-methoxyquinoline